FC=1C=C(C=CC1F)NC(=O)C=1C(=CC=2N(C1)C=C(N2)C2CCN(CC2)C(=O)OC(C)(C)C)OC(C)C tert-butyl 4-[6-[(3,4-difluorophenyl)carbamoyl]-7-isopropoxy-imidazo[1,2-a]pyridin-2-yl]piperidine-1-carboxylate